ClC=1C=CC(=C(C1)C1=CC(=CC=C1)C(=O)O)OCCC1=C2C(NC(=NC2=C(C=C1)F)N(C)CC1=CC=C(C=C1)OC)=O 5'-chloro-2'-(2-(8-fluoro-2-((4-methoxybenzyl)(methyl)amino)-4-oxo-3,4-dihydroquinazolin-5-yl)ethoxy)-[1,1'-biphenyl]-3-carboxylic acid